4-amino-8-((1r,4r)-4-(4-methylpiperazin-1-yl)cyclohexyl)-6-(4-phenoxyphenyl)pyrido[2,3-d]pyrimidin-7(8H)-one NC=1C2=C(N=CN1)N(C(C(=C2)C2=CC=C(C=C2)OC2=CC=CC=C2)=O)C2CCC(CC2)N2CCN(CC2)C